FC1=C(C=CC=C1)C1=NN2C(CN(CC2)C(C=C)=O)=C1C1=CC=NC=C1 1-[2-(2-fluorophenyl)-3-(pyridin-4-yl)-6,7-dihydropyrazolo[1,5-a]pyrazin-5(4H)-yl]prop-2-en-1-one